4,5-dimethyl-tetrazole CN1N=NN=C1C